non-3-yn-1-yl 8-((2-hydroxyethyl)amino)octanoate OCCNCCCCCCCC(=O)OCCC#CCCCCC